FC1=C(C=CC=C1)C(C(=O)NC(=S)NC)C1=NC=CC(=C1)C(F)(F)F 2-(2-fluorophenyl)-N-(methylaminothioformyl)-2-(4-(trifluoromethyl)pyridine-2-yl)acetamide